C1(=CC=CC=C1)SC1=CC=C(C=C1)C(C(CCCCCC)=O)=O 1-[4-(phenylmercapto)phenyl]octane-1,2-dione